2-[4,6-bis(3-oxo-piperazin-1-yl)-5-[ethoxycarbonylmethyl]pyrimidin-2-ylamino]-4-methyl-thiazole-5-carboxylic acid ethyl ester C(C)OC(=O)C1=C(N=C(S1)NC1=NC(=C(C(=N1)N1CC(NCC1)=O)CC(=O)OCC)N1CC(NCC1)=O)C